FC=1C=C(C=CC1OC1=CC=NC2=CC(=C(C=C12)C(NC)=O)OC)NC(=O)C1(CC1)C(=O)NC1=C(C=C(C=C1)F)C 1-N-[3-fluoro-4-[7-methoxy-6-(methylcarbamoyl)quinolin-4-yl]oxyphenyl]-1-N'-(4-fluoro-2-methylphenyl)cyclopropane-1,1-dicarboxamide